FC(CN1C=2C3=CN=C(C(O[C@@H](C4=CC(=CC=C4C4=NN(C=C4CC2C(=N1)C)C)F)C)=C3)N)F (19R)-3-(2,2-difluoroethyl)-16-fluoro-5,10,19-trimethyl-20-oxa-3,4,10,11,23-pentaazapentacyclo[19.3.1.02,6.08,12.013,18]pentacosa-1(24),2(6),4,8,11,13,15,17,21(25),22-decaen-22-amine